C(=O)OCCNC(C(=C)C)=O N-(2-formyloxyethyl)methacrylamide